Ethyl 2-methyl-5-(((trifluoromethyl)sulfonyl)oxy)benzofuran-3-carboxylate CC=1OC2=C(C1C(=O)OCC)C=C(C=C2)OS(=O)(=O)C(F)(F)F